N(=[N+]=[N-])C1=C(OC2=CC(=NC=N2)OC2=C(C=CC=C2)/C(/C(=O)OC)=C\OC)C=CC=C1 methyl (E)-2-{2-(6-(2-azidophenoxy)-pyrimidin-4-yloxy) phenyl}-3-methoxyacrylate